2-[(1-oxo-1,3-dihydro-2-benzofuran-5-yl)amino]pyrimidine-5-carboxamide O=C1OCC2=C1C=CC(=C2)NC2=NC=C(C=N2)C(=O)N